CC1=CC=C(C=C1)S(=O)(=O)O.FC(OC1=CC=C(COC2CNC2)C=C1)(F)F 3-((4-(trifluoromethoxy)benzyl)oxy)azetidine 4-methylbenzenesulfonate